6-fluoro-7-(4-iodo-1-methyl-1H-pyrazol-5-yl)-4-(methanesulfonyl)-3,4-dihydrospiro[benzo[b][1,4]oxazine-2,1'-cyclopropane]-8-carbonitrile FC1=CC2=C(OC3(CC3)CN2S(=O)(=O)C)C(=C1C1=C(C=NN1C)I)C#N